1-(5-chloro-9-methyl-9H-xanthen-3-yl)pyrrolidine-3-carboxylic acid ClC1=C2OC=3C=C(C=CC3C(C2=CC=C1)C)N1CC(CC1)C(=O)O